OC1=CC=C2N=CC(=NC2=C1)C=1CC2(C1)CCN(CC2)C(=O)OC(C)(C)C tertbutyl 2-(7-hydroxyquinoxalin-2-yl)-7-azaspiro[3.5]non-2-ene-7-carboxylate